C1(=CC=CC=C1)C1CCN(CC1)C(=O)C1CC2(C1)NC(OC2)=O (2s,4s)-2-(4-phenylpiperidine-1-carbonyl)-7-oxa-5-azaspiro[3.4]octan-6-one